COC1=CC=C2C(=CC=NC2=N1)CO (7-methoxy-1,8-naphthyridin-4-yl)methanol